2,2-dimethyltetrahydrofuro[2,3-d][1,3]dioxol-6-ol CC1(OC2C(O1)OCC2O)C